C(N)(=O)C1=NN(C2=CC=C(C=C12)N1N=CC(=C1)C(=O)O)CC(C)C 1-(3-carbamoyl-1-isobutyl-1H-indazol-5-yl)-1H-pyrazole-4-carboxylic acid